BrC=1C=NC(=NC1)C(C)NS(=O)C(C)(C)C N-(1-(5-bromopyrimidin-2-yl)ethyl)-2-methylpropane-2-sulfinamide